Pyridine-2-carbonyl chloride N1=C(C=CC=C1)C(=O)Cl